ClC(C)(C(C)(C)C)Cl 2,2-dichloro-3,3-dimethylbutane